tert-Butyl-N-tert-butoxycarbonyl-N-[[4-(3-hydroxyprop-1-ynyl)-3-methyl-7-[4-(trifluoromethoxy)phenyl]benzimidazol-5-yl]methyl]carbamate C(C)(C)(C)OC(N(CC1=C(C2=C(N=CN2C)C(=C1)C1=CC=C(C=C1)OC(F)(F)F)C#CCO)C(=O)OC(C)(C)C)=O